5,9-dioxo-decahydropyrrolo[1,2-a]azocine-3-carboxylate O=C1CCCC(CC2N1C(CC2)C(=O)[O-])=O